6-[1-[4-[tertbutyl(dimethyl)silyl]oxycyclohexyl]-5-methyl-pyrazol-4-yl]-4-[2,2,2-trifluoro-1-(5-fluoro-2-pyridyl)ethoxy]pyrazolo[1,5-a]pyridine-3-carbonitrile C(C)(C)(C)[Si](OC1CCC(CC1)N1N=CC(=C1C)C=1C=C(C=2N(C1)N=CC2C#N)OC(C(F)(F)F)C2=NC=C(C=C2)F)(C)C